N-(2-((4-methyl-5-nitrothiazol-2-yl)carbamoyl)phenyl)-19-oxo-4,7,10,13,16-pentaoxanonadecanoamide CC=1N=C(SC1[N+](=O)[O-])NC(=O)C1=C(C=CC=C1)NC(CCOCCOCCOCCOCCOCCC=O)=O